(R)-1-methoxypropan-2-ol COC[C@@H](C)O